(R)-1-benzylazepan C(C1=CC=CC=C1)N1CCCCCC1